ICC(=O)C1=C(N(C(=C1)C(C)CCS(=O)(=O)C)C1=CC=C(C#N)C=C1)C 4-(3-(2-iodoacetyl)-2-methyl-5-(4-(methylsulfonyl)butan-2-yl)-1H-pyrrol-1-yl)benzonitrile